3-(2-(Cyclopropancarboxamido)pyridin-4-yl)-N-(2,2,2-trifluoroethyl)-7-(3-(2,2,2-trifluoroethyl)ureido)-1H-indol-1-carboxamid C1(CC1)C(=O)NC1=NC=CC(=C1)C1=CN(C2=C(C=CC=C12)NC(=O)NCC(F)(F)F)C(=O)NCC(F)(F)F